C(C)(C)(C)OC(=O)NCCCOCCC1=CC(=NO1)C(=O)OCC ethyl 5-(2-(3-((tert-butoxycarbonyl)amino)propoxy)ethyl)isoxazole-3-carboxylate